C(C1=CC=CC=C1)OC(CCN1CCN(CCC1)C(=O)OC(C)(C)C)CCC(=O)OC tert-butyl 4-[3-(benzyloxy)-6-methoxy-6-oxohexyl]-1,4-diazepane-1-carboxylate